(2R,4S)-N-((S)-1-(((6-amino-2-methylpyridin-3-yl)methyl)amino)-1-oxopropan-2-yl)-4-(3-chloro-2,4-difluorobenzyl)pyrrolidine-2-carboxamide dihydrochloride Cl.Cl.NC1=CC=C(C(=N1)C)CNC([C@H](C)NC(=O)[C@@H]1NC[C@H](C1)CC1=C(C(=C(C=C1)F)Cl)F)=O